BrCCCN1CCOCC1 4-(3-Bromopropyl)morpholine